Cl[O-].[K+] potassium e-hypochlorite